((3S,4R)-4-(3,5-difluorophenyl)-1-(2-methoxyethyl)pyrrolidin-3-yl)-3-(3-((R)-2-hydroxybutoxy)-4-methyl-1-phenyl-1H-pyrazol-5-yl)urea FC=1C=C(C=C(C1)F)[C@H]1[C@@H](CN(C1)CCOC)NC(=O)NC1=C(C(=NN1C1=CC=CC=C1)OC[C@@H](CC)O)C